BrC=1C=C2C(=NC1C1=C(C(=CC=C1)F)F)N=C(S2)S 6-Bromo-5-(2,3-difluorophenyl)[1,3]thiazolo[4,5-b]pyridine-2-thiol